N-[4-(2-oxo-6-{4-[1-(propan-2-yl)piperidin-4-yl]phenyl}-1,2-dihydro-quinolin-3-yl)phenyl]acetamide O=C1NC2=CC=C(C=C2C=C1C1=CC=C(C=C1)NC(C)=O)C1=CC=C(C=C1)C1CCN(CC1)C(C)C